N[C@@H](C)[C@@H](C[C@H](CCCCCCCCCCCCC)O)O (2S,3R,5S)-2-aminooctadecane-3,5-diol